FC1=C2CCNCC2=CC=C1C1=CC=CC=C1 5-Fluoro-6-phenyl-1,2,3,4-tetrahydroisoquinoline